C(#N)[C@H]1N(CSC1)C(CNC(=O)C1=CC=NC2=CC=C(C=C12)N1C[C@@H](OCC1)CF)=O N-(2-((R)-4-cyanothiazolidin-3-yl)-2-oxoethyl)-6-((R)-2-(fluoromethyl)morpholino)-quinoline-4-carboxamide